Methyl (R)-2-chloro-4-(3-((6-(3-(2-ethoxyphenoxy)piperidin-1-yl)pyrazin-2-yl)amino)-3-oxopropyl)benzoate ClC1=C(C(=O)OC)C=CC(=C1)CCC(=O)NC1=NC(=CN=C1)N1C[C@@H](CCC1)OC1=C(C=CC=C1)OCC